methyl 5-((4'-cyclopropyl-[1,1'-biphenyl]-4-yl)oxy)-1-((2-(trimethylsilyl)ethoxy)methyl)-1H-1,2,3-triazole-4-carboxylate C1(CC1)C1=CC=C(C=C1)C1=CC=C(C=C1)OC1=C(N=NN1COCC[Si](C)(C)C)C(=O)OC